4-(benzylsulfanyl)-6-fluoro-2,3-dihydro-1H-inden-1-ol C(C1=CC=CC=C1)SC1=C2CCC(C2=CC(=C1)F)O